(E)-4-hydroxy-N'-(3-methoxybenzylidene)-6-methyl-2-(pyridin-2-yl)pyrimidine-5-carbohydrazide alpha-cumylperoxyneodecanoate C(C)(C)(C1=CC=CC=C1)OOC(CCCCCC(C)(C)C)=O.OC1=NC(=NC(=C1C(=O)N/N=C/C1=CC(=CC=C1)OC)C)C1=NC=CC=C1